(S)-2-(benzyloxy)-3-phenylpropionic acid C(C1=CC=CC=C1)O[C@H](C(=O)O)CC1=CC=CC=C1